diethyl-2-(hydroxymethyl)cyclopropane-1,1-dicarboxylic acid C(C)C1(C(C1(C(=O)O)C(=O)O)CO)CC